FC1=C(C(=CC(=C1)F)OC[C@@H](C)O)C=1C2=C(C(=NC1C1=NN3C(CN(C[C@@H]3C)C(C=C)=O)=C1)C1=CC3=CN(N=C3C=C1)C)C=CS2 1-((S)-2-((R)-7-(2,4-difluoro-6-((R)-2-hydroxypropoxy)phenyl)-4-(2-methyl-2H-indazol-5-yl)thieno[3,2-c]pyridin-6-yl)-7-methyl-6,7-dihydropyrazolo[1,5-a]pyrazin-5(4H)-yl)prop-2-en-1-one